NC1=CC=C(C(=C1C(=O)C1=NC=CC=C1Cl)Cl)Br (6-amino-3-bromo-2-chloro-phenyl)-(3-chloro-2-pyridinyl)methanone